COC1=CC=C(C2=C(C=CC=C12)OC)CC1=CC=C(C=C1)S(=O)(=O)N 4-(4',8'-dimethoxynaphthylmethyl)phenylsulfonamide